N1C2C(C(CC1)N)CCC2 2,3,4,4a,5,6,7,7a-octahydrocyclopenta[b]pyridin-4-amine